ClC1=C(C(=CC=C1)F)NC(=O)C1=CC(=C(C=C1O[C@H](C(F)(F)F)C)N1N=C2N(CCC[C@H]2C(=O)O)C1=O)F |&1:31| 2-(4-[(2-chloro-6-fluorophenyl)carbamoyl]-2-fluoro-5-{[(2S)-1,1,1-trifluoroprop-2-yl]oxy}phenyl)-3-oxo-2,3,5,6,7,8-hexahydro[1,2,4]triazolo[4,3-a]pyridine-8-(R,S)-carboxylic acid